C[C@@H](CO)C(=O)OC methyl (S)-(+)-3-hydroxy-2-methyl-propionate